N-hydroxy-7-(4-(6-methoxynaphthalen-2-yl)-1H-1,2,3-triazol-1-yl)heptanamide ONC(CCCCCCN1N=NC(=C1)C1=CC2=CC=C(C=C2C=C1)OC)=O